C1(CC1)C=1C(=C2C(C(N(C2=C(C1)F)CC(=O)N[C@H](C(CC(=O)O)(C)C)C)=O)(C)C)F (S)-4-(2-(5-cyclopropyl-4,7-difluoro-3,3-dimethyl-2-oxoindolin-1-yl)acetamido)-3,3-dimethylpentanoic acid